3-((3-cyano-4-thiomorpholinophenyl)amino)-4-((pyridin-2-ylmethyl)amino)cyclobut-3-ene-1,2-dione C(#N)C=1C=C(C=CC1N1CCSCC1)NC=1C(C(C1NCC1=NC=CC=C1)=O)=O